C(C1=CC=CC=C1)N(CC(C)=O)C 1-(benzyl(methyl)amino)propan-2-one